CN1C(=O)N(C(=O)C(=C1)N)C 1,3-dimethyl-5-aminouracil